FC(N1N=CC(=C1)C=1C=NC=2CCN(CC2C1)C1=C(C(=C(N=N1)C#N)C)C)F 6-(3-(1-(Difluoromethyl)-1H-pyrazol-4-yl)-7,8-dihydro-1,6-naphthyridin-6(5H)-yl)-4,5-dimethylpyridazine-3-carbonitrile